C(C)(=O)C1=CC=C(C=C1)C1=CC=C(S1)CN1C(N(N=C1)C\C(=C\F)\CN)=O 4-{[5-(4-acetylphenyl)thiophen-2-yl]methyl}-2-[(2E)-2-(aminomethyl)-3-fluoroprop-2-en-1-yl]-2,4-dihydro-3H-1,2,4-triazol-3-one